tert-butyl (2-methoxy-5-methyl-4-oxohexyl)(methyl)carbamate COC(CN(C(OC(C)(C)C)=O)C)CC(C(C)C)=O